COC(C)C Methyl-isopropyl ether